FC=1C=C(C=CC1F)C=1C=C(C=NC1)OC1=CC(=CC(=N1)C#N)OC1CCC(CC1)O 6-((5-(3,4-difluorophenyl)pyridin-3-yl)oxy)-4-(((1r,4r)-4-hydroxycyclohexyl)oxy)picolinonitrile